tertbutyl 3-((7-bromo-2-((1s,4s)-4-(3-methoxy-4-methylphenylcarbamoyl)cyclohexyl)-3-oxoisoindolin-5-ylamino)methyl)azetidine-1-carboxylate BrC=1C=C(C=C2C(N(CC12)C1CCC(CC1)C(NC1=CC(=C(C=C1)C)OC)=O)=O)NCC1CN(C1)C(=O)OC(C)(C)C